F[P-](F)(F)(F)(F)F.N1N=NC2=C1C=CC=C2O[P+](N2CCCC2)(N2CCCC2)N2CCCC2 benzotriazolyloxytri(pyrrolidino)phosphonium hexafluorophosphate